3-(sec-butoxy)-4-(2-(N-(2-chloro-4-fluorobenzyl)-(2,3,4,5,6-pentafluorophenyl)sulfonamido)-N-(3,5-dicyclopropylbenzyl)acetamido)benzoic acid C(C)(CC)OC=1C=C(C(=O)O)C=CC1N(C(CN(S(=O)(=O)C1=C(C(=C(C(=C1F)F)F)F)F)CC1=C(C=C(C=C1)F)Cl)=O)CC1=CC(=CC(=C1)C1CC1)C1CC1